C(#N)C=1C=CC(=NC1)C=1C=NC(=CC1NC1=NC(=NC(=C1)C)C(C)(F)F)NC(=O)N 1-(5-cyano-4'-((2-(1,1-difluoroethyl)-6-methylpyrimidin-4-yl)amino)-[2,3'-bipyridine]-6'-yl)urea